OCC1=NN(C(=C1)CO)CCOCCNC(OCC1C2=CC=CC=C2C=2C=CC=CC12)=O (9H-fluoren-9-yl)methyl (2-(2-(3,5-bis(hydroxymethyl)-1H-pyrazol-1-yl)ethoxy)ethyl)carbamate